C1(=C(C(=CC=C1)C(=O)OCC1CO1)C(=O)OCC1CO1)C(=O)OCC1CO1 triglycidyl benzenetricarboxylate